C(CCCCCCCCCCCCCCCCCCCCCCCCC)N=C=O cerotyl isocyanate